perfluoroethyl-amine FN(C(C(F)(F)F)(F)F)F